COC(C1=C(C(=CC=C1)CC(C(C)=O)C(=O)OCC)F)=O 3-(2-ethoxycarbonyl-3-oxo-butyl)-2-fluoro-benzoic acid methyl ester